gamma-{2,3-epoxypropoxy}propyl-trimethoxysilane C(C1CO1)OCCC[Si](OC)(OC)OC